[C@H](C)(CC)NCC1=C2C(=NC(=C1)C#N)C(=CN2)Cl (S)-7-((sec-butylamino)methyl)-3-chloro-1H-pyrrolo[3,2-b]pyridine-5-carbonitrile